(3-(2-(1-hydroxyethyl)imidazo[4,5-d]pyrrolo[2,3-b]pyridin-1(6H)-yl)bicyclo[1.1.1]pentan-1-yl)propane-1-sulfonamide OC(C)C1=NC=2C(=C3C(=NC2)NC=C3)N1C13CC(C1)(C3)C(CC)S(=O)(=O)N